allyl (S)-(2-(2-(hydroxymethyl)-4-(thiophen-3-yl)-1,2,3,6-tetrahydropyridine-1-carbonyl)-4-methoxy-5-((triisopropylsilyl)oxy)phenyl)carbamate OC[C@H]1N(CC=C(C1)C1=CSC=C1)C(=O)C1=C(C=C(C(=C1)OC)O[Si](C(C)C)(C(C)C)C(C)C)NC(OCC=C)=O